FC=1C=C(C=CC1)C=1N(C2=CC=CC=C2C1SC)S(=O)(=O)C1=CC=C(C)C=C1 2-(3-fluorophenyl)-3-(methylthio)-1-tosyl-1H-indole